N-[4-(5-bromo-2-pyridinyl)-2-methyl-pyrazol-3-yl]6-isopropoxy-pyrazin-2-amine BrC=1C=CC(=NC1)C1=C(N(N=C1)C)NC1=NC(=CN=C1)OC(C)C